ethyl 6-(1-methylpiperidin-4-yl)pyridine-2-carboxylate CN1CCC(CC1)C1=CC=CC(=N1)C(=O)OCC